1-(2-methoxyethyl)-3-methylpiperidine-3-carboxylic acid 2-methoxyethyl ester COCCOC(=O)C1(CN(CCC1)CCOC)C